ClC1=CC2=C(C=N1)N(C(N2[C@H]2C[C@@](CC2)(C)NC(OC)=O)=O)C([2H])([2H])[2H] Methyl ((1S,3R)-3-(6-chloro-3-(methyl-d3)-2-oxo-2,3-dihydro-1H-imidazo[4,5-c]pyridin-1-yl)-1-methylcyclopentyl)carbamate